ClC1=C(C=C(C#N)C=C1)C=1NC2=CC(=C(C(=C2C(C1)=O)F)C=1C=NN(C1)C(F)(F)F)F 4-chloro-3-(5,7-difluoro-4-oxo-6-(1-(trifluoromethyl)-1H-pyrazol-4-yl)-1,4-dihydroquinolin-2-yl)benzonitrile